COC=1N=CC(=NC1)C1CN(CCC1)C(=O)OC(C)(C)C tert-butyl 3-(5-methoxypyrazin-2-yl)piperidine-1-carboxylate